CC1=C(C=CC=C1NC1=NC=CC=2C1=NC=C(N2)O)C2=CC=CC=C2 5-[(2-methylbiphenyl-3-yl)amino]pyrido[3,4-b]pyrazin-2-ol